BrC1=NN=C2N1C1=C(CC(C2)NC(OC(C)(C)C)=O)C=C(C=C1)Cl Tert-butyl (1-bromo-8-chloro-5,6-dihydro-4H-[1,2,4]triazolo[4,3-a][1]benzazepin-5-yl)carbamate